2-Methoxy-6-phenylpyrimidin-4-amine COC1=NC(=CC(=N1)N)C1=CC=CC=C1